(Z)-3-(5-(2-(4-(2-(4-(1-(4-hydroxyphenyl)-2-phenylbut-1-en-1-yl)phenoxy)ethyl)-1,4-diazepan-1-yl)ethyl)-1-oxoisoindolin-2-yl)piperidine-2,6-dione OC1=CC=C(C=C1)/C(=C(\CC)/C1=CC=CC=C1)/C1=CC=C(OCCN2CCN(CCC2)CCC=2C=C3CN(C(C3=CC2)=O)C2C(NC(CC2)=O)=O)C=C1